NC1=NC=C(C=N1)C=1N=CN2C1N(C(C1=CC(=CC(=C21)[C@@](C)([2H])NC2=C(C(=O)N)C=C(C=C2)F)C)=O)C([2H])([2H])[2H] (s)-2-((1-(3-(2-aminopyrimidin-5-yl)-7-methyl-4-(methyl-d3)-5-oxo-4,5-dihydroimidazo[1,5-a]quinazolin-9-yl)ethyl-1-d)amino)-5-fluorobenzamide